5-Morpholino-2-(2-morpholinopropan-2-yl)thiazole-4-carbohydrazide O1CCN(CC1)C1=C(N=C(S1)C(C)(C)N1CCOCC1)C(=O)NN